β,β,4-trifluoro-benzenepentanoic acid FC(CC(=O)O)(CCC1=CC=C(C=C1)F)F